5-[Tert-butyl(dimethyl)silyl]oxy-2-chloro-aniline [Si](C)(C)(C(C)(C)C)OC=1C=CC(=C(N)C1)Cl